BrC1=C(C2=C(N(C=N2)C)C=C1)NC1=C(C(=CC=C1C)OC)C 5-bromo-N-(3-methoxy-2,6-dimethylphenyl)-1-methyl-1H-benzo[d]imidazol-4-amine